(2-chloro-6-fluoro-phenyl)-(3,3-difluorocyclopentyl)methanone [(7R)-5-chloro-3-[(1E,3E,5S)-3,5-dimethylhepta-1,3-dienyl]-7-methyl-6,8-dioxoisochromen-7-yl]acetate ClC1=C2C=C(OC=C2C([C@@](C1=O)(C)CC(=O)O)=O)\C=C\C(=C\[C@H](CC)C)\C.ClC1=C(C(=CC=C1)F)C(=O)C1CC(CC1)(F)F